Cl.N[C@@H](CCC(=O)N)[C@@H](C)OCC1=CC=C(C=C1)CCCCC1=CC2=C(N(C(N2C)=O)C2C(NC(CC2)=O)=O)C=C1 (4S,5R)-4-amino-5-[(4-[4-[1-(2,6-dioxopiperidin-3-yl)-3-methyl-2-oxo-1,3-benzodiazol-5-yl]butyl]phenyl)meth-oxy]hexanamide hydrochloride